4-((1S,2S)-2-(6-(2,4-dimethoxypyrimidin-5-yl)-3-fluoroimidazo[1,2-b]pyridazin-8-yl)cyclopropyl)-2,5-difluorobenzonitrile COC1=NC=C(C(=N1)OC)C=1C=C(C=2N(N1)C(=CN2)F)[C@@H]2[C@H](C2)C2=CC(=C(C#N)C=C2F)F